5-(1-(2,2-difluoroethyl)-1H-benzo[d][1,2,3]triazol-6-yl)-N-((3R,4S)-3-fluoro-1-(oxetan-3-yl-3-d)piperidin-4-yl)-4-methoxypyrrolo[2,1-f][1,2,4]triazin-2-amine FC(CN1N=NC2=C1C=C(C=C2)C=2C=CN1N=C(N=C(C12)OC)N[C@@H]1[C@@H](CN(CC1)C1(COC1)[2H])F)F